CS(=O)(=O)O.FC=1C(=NC=CC1CO)NC(C)=O N-[3-Fluoro-4-(hydroxymethyl)pyridin-2-yl]acetamide methanesulfonate